tert-butyl 7-cyano-5-methyl-3-(4,4,5,5-tetramethyl-1,3,2-dioxaborolan-2-yl)indole-1-carboxylate C(#N)C=1C=C(C=C2C(=CN(C12)C(=O)OC(C)(C)C)B1OC(C(O1)(C)C)(C)C)C